O.O.P(=O)([O-])([O-])[O-].[Na+].[Na+].[Na+] Natrium phosphat-Dihydrat